(2-methyl-1,3-benzoxazol-4-yl)methanol CC=1OC2=C(N1)C(=CC=C2)CO